NC=1C(=C(C(=O)OC)C=C(C1)S(F)(F)(F)(F)F)O Methyl 3-amino-2-hydroxy-5-(pentafluoro-λ6-sulfaneyl)benzoate